N-(2-(3-(difluoromethyl)azetidin-1-yl)pyrimidin-5-yl)-5,6-dihydrobenzo[f]imidazo[1,5-d][1,4]oxazepine-10-carboxamide FC(C1CN(C1)C1=NC=C(C=N1)NC(=O)C=1C=CC2=C(C=3N(CCO2)C=NC3)C1)F